C(#N)C=1C=C(C=CC1)N1C(N([C@H](C1)C#N)C1=CN=CC2=CC=CC=C12)=O (R)-1-(3-cyanophenyl)-3-(isoquinolin-4-yl)-2-oxoimidazolidine-4-carbonitrile